C(\C=C\C(=O)OCCCO[N+](=O)[O-])(=O)OCCCO[N+](=O)[O-] bis(3-(nitroxy) propyl) fumarate